(S)-N-(2,4-Difluoro-5-methylphenyl)-N,5-dimethyl-2-(6-methyl-4-(trifluoromethyl)pyridin-2-yl)-1,2,5-thiadiazolidine-3-carboxamide 1,1-dioxide FC1=C(C=C(C(=C1)F)C)N(C(=O)[C@H]1N(S(N(C1)C)(=O)=O)C1=NC(=CC(=C1)C(F)(F)F)C)C